[Cl-].ClC=1C=NN2C1N=C(C=C2N[C@@H]2C[C@H](CC2)[NH3+])C(CC)CC [(1S,3S)-3-[[3-chloro-5-(1-ethylpropyl)pyrazolo[1,5-a]pyrimidin-7-yl]amino]cyclopentyl]ammonium chloride